N-(6-chloro-5-formylpyridazin-3-yl)pivalamide ClC1=C(C=C(N=N1)NC(C(C)(C)C)=O)C=O